6-(4-Methylphenyl)-9-β-D-ribofuranosyl-7-deazapurine CC1=CC=C(C=C1)C1=C2C=CN(C2=NC=N1)[C@H]1[C@H](O)[C@H](O)[C@H](O1)CO